N-[4-(2-Fluorophenoxy)-2-{(3S)-3-[(methylamino)methyl]piperidin-1-yl}-3-(trifluoromethyl)phenyl]-2-(pyridazin-4-yl)-1,3-thiazol-4-carboxamid FC1=C(OC2=C(C(=C(C=C2)NC(=O)C=2N=C(SC2)C2=CN=NC=C2)N2C[C@@H](CCC2)CNC)C(F)(F)F)C=CC=C1